(3-((1R,3R)-1-(2,6-difluoro-4-((1-(3-fluoropropyl)azetidin-3-yl)amino)phenyl)-3-methyl-1,3,4,9-tetrahydro-2H-pyrido[3,4-b]indol-2-yl)bicyclo[1.1.1]pentan-1-yl)methanol FC1=C(C(=CC(=C1)NC1CN(C1)CCCF)F)[C@H]1N([C@@H](CC2=C1NC1=CC=CC=C21)C)C21CC(C2)(C1)CO